NCCC=1C=NC(=NC1)C1=C(C=C(C#N)C=C1)OC=1C(=NN(C1)C1=NC=CC=C1)C 4-[5-(2-aminoethyl)pyrimidin-2-yl]-3-(3-methyl-1-pyridin-2-ylpyrazol-4-yl)oxybenzonitrile